diethyl-(trifluoro-λ4-sulfanyl)amine C(C)N(S(F)(F)F)CC